C(C)(=O)N1CC(C(CC1)COC1=NC(=NC=C1Cl)NC=1C(=NN(C1)C(C#N)(C)C)C)(F)F 2-(4-((4-((1-acetyl-3,3-difluoropiperidin-4-yl)methoxy)-5-chloropyrimidin-2-yl)amino)-3-methyl-1H-pyrazol-1-yl)-2-methylpropanenitrile